C(C)(=O)OC1=C(C(=CC=2C[C@@H]3CC4=C(C=CC(=C4C(C3=C(C12)O)=O)OC(C)=O)N(C)C)O)C(N)=O (R)-10-Acetoxy-2-carbamoyl-7-(dimethylamino)-3,12-dihydroxy-11-oxo-5a,6-dihydro-5H-naphthacen-1-yl acetate